7-hydroxy-6-(5H-imidazo[1,5-b]isoindol-5-yl)-2-azaspiro[3.3]heptane-2-carboxylic acid tert-butyl ester C(C)(C)(C)OC(=O)N1CC2(C1)CC(C2O)C2N1C(C=3C=CC=CC23)=CN=C1